S1C(=NC2=C1C=CC=C2)C=2C=C(C(=O)OC)C=CC2 methyl 3-(benzo[d]thiazol-2-yl)benzoate